COC=1C(=CC(=NC1)NC1=NC(=NC(=C1)NC)C)OCCCN1CCCC1 N4-(5-methoxy-4-(3-(pyrrolidin-1-yl)propoxy)pyridin-2-yl)-N6,2-dimethylpyrimidine-4,6-diamine